7,16-dihydroxyheptadecanoic acid OC(CCCCCC(=O)O)CCCCCCCCC(C)O